2-chloro-6-fluoro-pyridine ClC1=NC(=CC=C1)F